2-((3-Oxo-1,3-dihydro-2H-pyrrolo[3,4-c]pyridin-2-yl)methyl)benzofuran-7-carboxylic acid Methyl-2-((3-oxo-1,3-dihydro-2H-pyrrolo[3,4-c]pyridin-2-yl)methyl)benzofuran-7-carboxylate COC(=O)C1=CC=CC=2C=C(OC21)CN2C(C=1C=NC=CC1C2)=O.O=C2N(CC1=C2C=NC=C1)CC=1OC2=C(C1)C=CC=C2C(=O)O